N-methyl-N-(tert-butoxycarbonyl)amino-iodopropane CN(C(=O)OC(C)(C)C)C(CC)I